FC1(OC2=C(O1)C=CC(=C2)N(C(=O)C=2C=C(C=CC2)N2N=C(C1=C2C(COC1)OC1=CC=C(C=N1)C(=O)OC)C(F)(F)F)C)F Methyl 6-[[1-[3-[(2,2-difluoro-1,3-benzodioxol-5-yl)-methyl-carbamoyl]phenyl]-3-(trifluoromethyl)-6,7-dihydro-4H-pyrano[4,3-c]pyrazol-7-yl]oxy]pyridine-3-carboxylate